ClC=1C=C(C=CC1)C1=NC(=NC=C1)NC=1C(=CC(=CC1)C(F)(F)F)N N1-(4-(3-Chlorophenyl)Pyrimidin-2-Yl)-4-(Trifluoromethyl)Benzene-1,2-Diamine